O(C1=CC=CC=C1)C1=CC=C(C(=O)NCC(=O)N2C(CC(C2)CC2=CC=C(C=C2)C(F)(F)F)C(=O)N)C=C1 1-((4-phenoxy-benzoyl)glycyl)-4-(4-(trifluoromethyl)benzyl)pyrrolidine-2-carboxamide